(((3S,5R)-5-hydroxy-1-oxaspiro[2.5]octan-5-yl)methyl)-1H-benzo[d]imidazole-6-carbonitrile O[C@]1(C[C@]2(CO2)CCC1)CN1C=NC2=C1C=C(C=C2)C#N